FC1(C(CC1)CN)F (2,2-difluorocyclobutyl)methanamine